(1S,2S,3S)-N-(7-chloro-6-((S)-1-cyanopropan-2-yl)isoquinolin-3-yl)-2-ethyl-3-(1-methyl-1H-pyrazol-4-yl)cyclopropane-1-carboxamide ClC1=C(C=C2C=C(N=CC2=C1)NC(=O)[C@H]1[C@H]([C@@H]1C=1C=NN(C1)C)CC)[C@H](CC#N)C